(S)-1-cyano-N-(6-(3,5-dimethylisoxazol-4-yl)-7-methylbenzo[d]thiazol-2-yl)pyrrolidine-3-carboxamide C(#N)N1C[C@H](CC1)C(=O)NC=1SC2=C(N1)C=CC(=C2C)C=2C(=NOC2C)C